N[S@](=NC(CC1=C(C(=CC=C1C(C)C)F)C(C)C)=O)(=O)C=1SC(=C(C1)C(C)(C)O)C (R)-N-(amino(4-(2-hydroxypropan-2-yl)-5-methylthiophen-2-yl)(oxo)-λ6-sulfaneylidene)-2-(3-fluoro-2,6-diisopropylphenyl)acetamide